N-(4-(4-amino-7-methyl-7H-pyrrolo[2,3-d]pyrimidin-5-yl)-3-methylphenyl)-2-(o-tolyl)acetamide NC=1C2=C(N=CN1)N(C=C2C2=C(C=C(C=C2)NC(CC2=C(C=CC=C2)C)=O)C)C